(R)-1-((1-((2-(3,5-dichlorophenyl)-6-((2-(4-(2-hydroxypropyl)piperazin-1-yl)pyrimidin-5-yl)oxy)pyridin-4-yl)methyl)piperidin-4-yl)methyl)-3-methylurea ClC=1C=C(C=C(C1)Cl)C1=NC(=CC(=C1)CN1CCC(CC1)CNC(=O)NC)OC=1C=NC(=NC1)N1CCN(CC1)C[C@@H](C)O